fluorenyl-methanol C1(=CC=CC=2C3=CC=CC=C3CC12)CO